C[C@@H]1N([C@H](CC1)C)C1=C(CN2CCN(CC2)C(=O)N2N=C(C=C2)C(=O)O)C=CC(=C1)C(F)(F)F 1-(4-(2-((2S,5S)-2,5-dimethylpyrrolidin-1-yl)-4-(trifluoromethyl)benzyl)piperazine-1-carbonyl)-1H-pyrazole-3-carboxylic acid